N'-(5-bromopyrimidin-2(1H)-ylidene)-2-(4-(1,4-dimethyl-1H-imidazol-2-yl)phenyl)acetohydrazide BrC=1C=NC(NC1)=NNC(CC1=CC=C(C=C1)C=1N(C=C(N1)C)C)=O